C(C)(C)(C)[S@@](=O)NC1C2=CN(C(=C2CCC1)C(=O)NC1=CC(=C(C=C1)F)Cl)C 4-(((R)-tert-butylsulfinyl)amino)-N-(3-chloro-4-fluorophenyl)-2-methyl-4,5,6,7-tetrahydro-2H-isoindole-1-carboxamide